ClC1=CC=C(C=C1)N1N=C(C=C1)OC\C=C(/C(/C(=O)NC)=N\OC)\C (2E,3Z)-5-{[1-(4-Chlorophenyl)-1H-pyrazol-3-yl]oxy}-2-(methoxyimino)-N,3-dimethylpent-3-enamid